2-ethyl-6-[(±)-oxan-3-yl]-6,7-dihydro-4H-pyrazolo[1,5-a]pyrrolo[3,4-d]pyrimidine-5,8-dione C(C)C1=NN2C(NC3=C(C2=O)CN(C3=O)[C@H]3COCCC3)=C1 |r|